4-(4-{4-[(2s)-2-{[4-(6-Cyano-1-methyl-1H-1,3-benzodiazol-2-yl)phenyl]formamido}pent-4-ynamido]benzamido}-2-hydroxy-3-(propan-2-yloxy)benzamido)benzoic acid C(#N)C=1C=CC2=C(N(C(=N2)C2=CC=C(C=C2)C(=O)N[C@H](C(=O)NC2=CC=C(C(=O)NC3=C(C(=C(C(=O)NC4=CC=C(C(=O)O)C=C4)C=C3)O)OC(C)C)C=C2)CC#C)C)C1